NC=1C=2N(C3=CC(=CC=C3N1)C(=O)O)C=NN2 4-amino-[1,2,4]triazolo[4,3-a]quinoxaline-8-carboxylic Acid